(1r,4r)-4-(6-(6-cyclopropylpyridiniumcarboxamido)-8-fluoro-7-(2-hydroxypropan-2-yl)imidazo[1,2-a]pyridin-2-yl)cyclohexane-1-carboxylic acid methyl ester COC(=O)C1CCC(CC1)C=1N=C2N(C=C(C(=C2F)C(C)(C)O)NC(=O)[N+]2=CC=CC=C2C2CC2)C1